ClCC(=O)OCC(C)C 2-methylpropyl 2-chloroacetate